3-methoxy-4-ethoxy-phenethylamine COC=1C=C(CCN)C=CC1OCC